Butylene Furandicarboxylate O1C2=C(C=C1)C(=O)OCCCCOC2=O